8-cyclopentyl-7-oxo-2-((1,2,3,4-tetrahydroisoquinolin-6-yl)amino)-7,8-dihydropyrido[2,3-d]pyrimidine-6-carbonitrile C1(CCCC1)N1C(C(=CC2=C1N=C(N=C2)NC=2C=C1CCNCC1=CC2)C#N)=O